5-(tert-butyl)-N-(2-methyl-4-(6-(6-methyl-3,6-diazabicyclo[3.1.1]heptan-3-yl)pyrrolo[2,1-f][1,2,4]triazin-4-yl)benzyl)-1,2,4-oxadiazole-3-carboxamide trifluoroacetate FC(C(=O)O)(F)F.C(C)(C)(C)C1=NC(=NO1)C(=O)NCC1=C(C=C(C=C1)C1=NC=NN2C1=CC(=C2)N2CC1N(C(C2)C1)C)C